BrC1=C(OC=2C1=NC(=CC2NCC=2SC=CC2)Cl)C[C@H](C#CC)N(C(OC(C)(C)C)=O)C tert-butyl N-[(2R)-1-{3-bromo-5-chloro-7-[(thiophen-2-ylmethyl)amino]furo[3,2-b]pyridin-2-yl}pent-3-yn-2-yl]-N-methylcarbamate